N-(2-(2,6-dioxopiperidin-3-yl)-1-oxoisoindolin-5-yl)-6-(tetrahydrofuran-3-yl)indoline-1-carboxamide O=C1NC(CCC1N1C(C2=CC=C(C=C2C1)NC(=O)N1CCC2=CC=C(C=C12)C1COCC1)=O)=O